(R)-2-((5-(2-(6-((1,3-dimethoxypropan-2-yl)amino)-2-methylhexan-3-yl)-2,6-diazaspiro[3.4]octan-6-yl)-1,2,4-triazin-6-yl)oxy)-N-ethyl-5-fluoro-N-isopropylbenzamide COCC(COC)NCCC[C@H](C(C)C)N1CC2(C1)CN(CC2)C=2N=CN=NC2OC2=C(C(=O)N(C(C)C)CC)C=C(C=C2)F